CC=1N=C(C2=C(N1)N=CC(=C2)S(=O)(=O)Cl)N[C@H](C)C2=C(C(=CC=C2)C(F)(F)F)C 2-methyl-4-({(1R)-1-[2-methyl-3-(trifluoromethyl)phenyl]ethyl}amino)pyrido[2,3-d]pyrimidine-6-sulfonyl chloride